(4-(2-bromophenoxy)phenyl)-6-methoxy-7-((1-methylpiperidin-4-yl)methoxy)quinazolin-4-amine BrC1=C(OC2=CC=C(C=C2)C2=NC3=CC(=C(C=C3C(=N2)N)OC)OCC2CCN(CC2)C)C=CC=C1